10-(4-bromobenzyl)-2,9,17-trioxo-1-(4,7,10-tris(carboxymethyl)-1,4,7,10-tetraazacyclododecan-1-yl)-3,10,16,18-tetraazahenicosane-15,19,21-tricarboxylic acid, trifluoroacetate salt FC(C(=O)O)(F)F.BrC1=CC=C(CN(C(CCCCCNC(CN2CCN(CCN(CCN(CC2)CC(=O)O)CC(=O)O)CC(=O)O)=O)=O)CCCCC(NC(NC(CCC(=O)O)C(=O)O)=O)C(=O)O)C=C1